O1C=CC2=C1C=CC(=C2)C=2C=C1CNCC1=CC2 5-(benzofuran-5-yl)isoindoline